ClC=1C(=NC(=NC1)NC1=NC(=NC=C1)C)O 5-chloro-2-((2-methylpyrimidin-4-yl)amino)pyrimidin-4-ol